CC1([C@H](NCC1)C(=O)O)C 3,3-dimethyl-proline